FC1C(C1)C(=O)NC1=NC=C2C=C(C=3N(C2=C1)C=CN3)C=3C=NC(=CC3C)C(CCC)([2H])O 2-fluoro-N-(4-(6-(1-hydroxybutyl-1-d)-4-methylpyridin-3-yl)imidazo[1,2-a][1,6]naphthyridin-8-yl)cyclopropane-1-carboxamide